Ethyl-di-tert-butylphosphine C(C)P(C(C)(C)C)C(C)(C)C